N2-Isobutyryl-2'-O-[2,2-dimethyl-(R/S)-1-(2-nitrophenyl)propyloxy]methylguanosine C(C(C)C)(=O)NC=1NC(C=2N=CN([C@H]3[C@H](OCO[C@H](C(C)(C)C)C4=C(C=CC=C4)[N+](=O)[O-])[C@H](O)[C@@H](CO)O3)C2N1)=O |&1:18|